ClC=1C=C(C=CC1)CC=1OC(=C(N1)C1=CC=C(C=C1)/C=C/C(=O)O)C (E)-3-(4-(2-(3-chlorophenyl-methyl)-5-methyl-oxazol-4-yl)phenyl)acrylic acid